8-fluoro-1H-quinolin FC=1C=CC=C2C=CCNC12